Cl.ClC1=C(C=CC(=C1)C)[C@@H](C)N (R)-1-(2-chloro-4-methylphenyl)ethan-1-amine hydrochloride